Cl.C(CCC)N1CN(C=C1)C 1-butyl-3-methylimidazole hydrochloride salt